2-(2,6-dioxopiperidin-3-yl)-5-(((1r,3r)-3-(4-(1-(4-((2-methoxypyrimidin-4-yl)methoxy)phenyl)cyclobutyl)phenoxy)cyclobutyl)amino)isoindolin-1,3-dione O=C1NC(CCC1N1C(C2=CC=C(C=C2C1=O)NC1CC(C1)OC1=CC=C(C=C1)C1(CCC1)C1=CC=C(C=C1)OCC1=NC(=NC=C1)OC)=O)=O